C(CCCC\C=C/CC=CCC=CCC=CCC)(=O)O (Z)-6,9,12,15-octadecatetraenoic acid